pyrazino[2,3-J][1,10]phenanthroline-2,3-dicarbonitrile N1=C(C(=CC2=CC=C3C=C4C(=NC3=C12)N=CC=N4)C#N)C#N